5-bromo-3-isopropyl-2-(2-methylpyridin-4-yl)-1H-indole BrC=1C=C2C(=C(NC2=CC1)C1=CC(=NC=C1)C)C(C)C